5-(4-(Hexyloxy)-1,2,5-thiadiazol-3-yl)-1-methyl-1-(phenyl(tridecanoyloxy)methyl)-1,2,3,6-tetrahydropyridin-1-ium iodide [I-].C(CCCCC)OC=1C(=NSN1)C1=CCC[N+](C1)(C(OC(CCCCCCCCCCCC)=O)C1=CC=CC=C1)C